octabromo-1,3,3-trimethyl-1-phenylindane CC1(C2(C(=CC(C(C2(Br)Br)(Br)Br)Br)C(C1(Br)Br)(C)C3=CC=CC=C3)Br)C